C1(CC1)CN1N=CC(=C1)C=1N(C(=C(N1)C(=O)O)S(=O)(=O)CC)C 2-[1-(cyclopropylmethyl)pyrazol-4-yl]-5-ethylsulfonyl-1-methyl-imidazole-4-carboxylic acid